FC=1C=CC(=C(C1)CC(=O)OC(C)(C)C)NC(C1=CC(=C(C=C1)N1CCC2(CC2)CC1)[N+](=O)[O-])=O tert-butyl 2-(5-fluoro-2-(3-nitro-4-(6-azaspiro[2.5]octan-6-yl)benzamido) phenyl)acetate